ClC=1C=CC(=NC1C(=O)OC)C1=NC=C(C=C1F)C Methyl 5-chloro-3'-fluoro-5'-methyl-[2,2'-bipyridine]-6-carboxylate